(3S)-N-[3-[2-(2-hydroxypropan-2-yl)-6-(morpholin-4-yl)pyridin-4-yl]-4-methylphenyl]-3-(2,2,2-trifluoroethyl)pyrrolidine-1-carboxamide OC(C)(C)C1=NC(=CC(=C1)C=1C=C(C=CC1C)NC(=O)N1C[C@@H](CC1)CC(F)(F)F)N1CCOCC1